2-[(4-{6-[(4-chloro-2-fluorobenzyl)oxy]pyridin-2-yl}piperidin-1-yl)methyl]-1-(propan-2-yl)-1H-benzimidazole-6-carboxylic acid ClC1=CC(=C(COC2=CC=CC(=N2)C2CCN(CC2)CC2=NC3=C(N2C(C)C)C=C(C=C3)C(=O)O)C=C1)F